N-(4-carbamimidoyl-3-fluorobenzyl)-1-(4-(2-cyanoprop-2-yl)benzyl)-1H-pyrazole-4-carboxamide C(N)(=N)C1=C(C=C(CNC(=O)C=2C=NN(C2)CC2=CC=C(C=C2)C(C)(C)C#N)C=C1)F